C(C)(C)(C)OC(=O)N1[C@H]([C@H](CC1)NS(=O)(=O)C)CC1=C(C(=CC=C1)Br)F (2S,3S)-2-[(3-bromo-2-fluorophenyl)methyl]-3-[(methylsulfonyl)amino]pyrrolidine-1-carboxylic acid tert-butyl ester